CC=1N=C2N(C=C(N=C2C)NC(C2=C(N=C(C=C2)N2CCNCC2)OC)=O)C1 N-(2,8-dimethylimidazo[1,2-a]pyrazin-6-yl)-2-methoxy-6-(piperazin-1-yl)nicotinamide